C(C)(C)(C)C1=CC=CC2=C(C3=CC=CC=C3C(=C12)OC(C1=CC=CC=C1)=O)OC(C1=CC=CC=C1)=O 1-(tert-butyl)-9,10-bis(benzoyloxy)anthracene